CC=1N(C(=CC(C1)=CC(=C)C1=CC=CC=C1)C)C1=CC=CC=C1 3-(2,6-dimethyl-1-phenylpyridine-4(1H)-ylidene)-2-phenylprop-1-ene